C(C(=C)C)(=O)OC(CSC=1SC(=NN1)SCCCCCC)CCC 2-methacryloxy-n-pentylthio-5-n-hexylthio-1,3,4-thiadiazole